N-BOC-4,4-bipiperidine C(=O)(OC(C)(C)C)N1CCC(CC1)C1CCNCC1